octanetriamine C(CCCCCCC)(N)(N)N